BrC1=CN=C(N(C1=O)CC(=O)OCCCC)S(=O)C butyl 2-(5-bromo-2-(methylsulfinyl)-6-oxopyrimidin-1(6H)-yl)acetate